ClC1=CC=C(C=C1)C1=CC(=NC(=N1)C=1C=NN(C1)C)O 6-(4-chlorophenyl)-2-(1-methyl-1H-pyrazol-4-yl)pyrimidin-4-ol